N,N-dimethyl-lauryl-amine CN(C)CCCCCCCCCCCC